F[C@]12[C@H](CNCC1)CN(C2=O)C2=C(C=C(C(=O)O)C=C2)C 4-((3aR,7aS)-7a-fluoro-1-oxooctahydro-2H-pyrrolo[3,4-c]pyridin-2-yl)-3-methylbenzoic acid